FC(C)(F)C1=NC(=CC(=N1)NC1=CC(=NC=C1OC(C([2H])([2H])[2H])([2H])[2H])NC(C)=O)C(C)C N-(4-((2-(1,1-difluoroethyl)-6-isopropylpyrimidin-4-yl)amino)-5-(ethoxy-d5)pyridin-2-yl)acetamide